Valeroyl chloride C(CCCC)(=O)Cl